((S)-1-(4-fluorophenyl)-3,4-dihydroisoquinolin-2(1H)-yl)((R)-4-(hydroxyimino)-2-methyl-tetrahydro-2H-pyran-2-yl)methanone FC1=CC=C(C=C1)[C@@H]1N(CCC2=CC=CC=C12)C(=O)[C@@]1(OCCC(C1)=NO)C